Cl.BrC1=CC(=C(C=C1)C1CNC1)Cl 3-(4-bromo-2-chlorophenyl)azetidine hydrochloride